P(=O)(OC=C(Cl)Cl)(OC)OC 2,2-dichlorovinyl dimethyl phosphate